3-(3'-bromo-3-chloro-5'-fluoro-5-methoxy-2'-(methoxymethoxy)-[1,1'-biphenyl]-4-yl)-1-(2,2-dimethoxyethyl)-1-methylurea BrC=1C(=C(C=C(C1)F)C1=CC(=C(C(=C1)OC)NC(N(C)CC(OC)OC)=O)Cl)OCOC